BrC1=CC=C2C3=CC=C4C(=C3C(C2=C1)(C)C)C=CC=C4 9-bromo-11,11-dimethyl-11H-benzo[a]fluorene